COC=1C=C(C=C(C1C(NCC(F)(F)F)=O)OC)C1=CN=C2N1C=CC(=C2)C=2C=NN(C2)C(C(=O)OC(C)(C)C)C tert-butyl 2-[4-[3-[3,5-dimethoxy-4-(2,2,2-trifluoroethyl-carbamoyl)phenyl] imidazolo[1,2-a]pyridin-7-yl]pyrazol-1-yl]propanoate